2-(4-amino-6-nitro-9H-pyrimido[4,5-b]indol-9-yl)acetic acid NC1=NC=NC=2N(C3=CC=C(C=C3C21)[N+](=O)[O-])CC(=O)O